C1(CC1)C1=NC=NC(=C1C=1OC=2C(=NC=CC2N1)CC1=CC=C(C=C1)C=1N(C=C(N1)F)C)OC 2-(4-cyclopropyl-6-methoxypyrimidin-5-yl)-4-(4-(4-fluoro-1-methyl-1H-imidazol-2-yl)benzyl)oxazolo[5,4-c]pyridine